The molecule is a 4-oxohex-2-enedioic acid with a Z-configuration. It has a role as a bacterial xenobiotic metabolite. It is a conjugate acid of a maleylacetate. C(C(=O)/C=C\\C(=O)O)C(=O)O